zirconium aluminide [Al].[Al].[Al].[Zr]